6-hydroxy-7-methoxy-3,4-dihydroquinazoline OC=1C=C2CNC=NC2=CC1OC